4-[(2R)-3-(3,4-dihydro-1H-isoquinolin-2-yl)-2-hydroxy-propyl]-8-[(4-hydroxy-1-piperidinyl)methyl]-2,3-dihydro-1,4-benzoxazepin-5-one C1N(CCC2=CC=CC=C12)C[C@H](CN1CCOC2=C(C1=O)C=CC(=C2)CN2CCC(CC2)O)O